3-((4-((4-cyanophenyl)amino)quinazolin-2-yl)thio)propanoic acid methyl ester COC(CCSC1=NC2=CC=CC=C2C(=N1)NC1=CC=C(C=C1)C#N)=O